C1(C=CC=C1)[Ru] Cyclopentadienyl-ruthenium